C1(CC1)C1=CC=2C(N(CC3(CC3)C2O1)CC(=O)OCC)=O ethyl 2-(2-cyclopropyl-4-oxo-spiro[6H-furo[3,2-c]pyridine-7,1'-cyclopropane]-5-yl)acetate